Cl.C1CC1 cyclopropane hydrochloride salt